1-(4-isopropyl-phenyl)ethanol C(C)(C)C1=CC=C(C=C1)C(C)O